γ-glycidoxypropylethoxydiisopropylsilane C(C1CO1)OCCC[Si](C(C)C)(C(C)C)OCC